FC1=NC=CC(=C1)[C@@H](CC1=NC(=NC(=N1)N[C@@H](CO)CC(C)C)NS(=O)(=O)C)C |o1:7| N-(4-((R*)-2-(2-fluoropyridin-4-yl)propyl)-6-(((R)-1-hydroxy-4-methylpentan-2-yl)amino)-1,3,5-triazin-2-yl)methanesulfonamide